CC1=C(OC(C(=O)OC(C)(C)C)(C)C)C(=CC(=C1)\C=C\C(=O)C=1OC2=C(C1)C=CC(=C2)C)C tert-butyl (E)-2-(2,6-dimethyl-4-(3-(6-methylbenzofuran-2-yl)-3-oxoprop-1-en-1-yl) phenoxy)-2-methylpropanoate